Pteridine-7,8-dicarbonitrile N1=CN=CC=2N=CC(N(C12)C#N)C#N